(S)-1-(3-((4-(morpholinomethyl)-6-((5-(2-phenyl-2H-tetrazol-5-yl)thiazol-2-yl)amino)pyrimidine-2-yl)amino)piperidin-1-yl)prop-2-en-1-one O1CCN(CC1)CC1=NC(=NC(=C1)NC=1SC(=CN1)C=1N=NN(N1)C1=CC=CC=C1)N[C@@H]1CN(CCC1)C(C=C)=O